C(C1=CC=CC=C1)S(=O)(=O)N1CC(C(CC1)(C1=CC(=CC=C1)OC([2H])([2H])[2H])OC(C1=CC=CC=C1)=O)CN(C)C 1-(benzylsulfonyl)-3-((dimethylamino)methyl)-4-(3-(methoxy-d3)phenyl)piperidin-4-ylbenzoate